(Sa)-2-(6-(1-([1,1'-biphenyl]-4-ylmethyl)-5-chloro-4-fluoro-1H-indazole-7-carboxamido)spiro[3.3]heptan-2-yl)acetic acid C1(=CC=C(C=C1)CN1N=CC2=C(C(=CC(=C12)C(=O)NC1CC2(CC(C2)CC(=O)O)C1)Cl)F)C1=CC=CC=C1